C(C#C)O[C@H]1[C@H](C2=CC=CC=C2C1)NC(OC(C)(C)C)=O tert-Butyl [(1S,2R)-2-(prop-2-yn-1-yloxy)-2,3-dihydro-1H-indenyl]carbamate